FC1=C(CNC(OC(C)(C)C)=O)C=CC(=C1)C1=CC=NC=2NC(C=CC12)=O tert-butyl (2-fluoro-4-(7-oxo-7,8-dihydro-1,8-naphthyridin-4-yl)benzyl)carbamate